2-[(3-fluorophenyl)methyl]-6-(1,2-thiazol-3-yl)-2H-pyrazolo[3,4-d]pyrimidin-4-amine FC=1C=C(C=CC1)CN1N=C2N=C(N=C(C2=C1)N)C1=NSC=C1